FC=1C=C(C2=C(CC(CO2)C2=NC3=C(N2)C=C(C=C3)C3=CN=CO3)C1)F 2-(6,8-difluoro-3,4-dihydro-2H-1-benzopyran-3-yl)-6-(1,3-oxazol-5-yl)-1H-1,3-benzodiazole